FC1=CC=C(C=C1)CCCNC1C(CN(CC1)C=1C2=C(N=CN1)C(=CS2)SC)C N-[3-(4-fluorophenyl)propyl]-3-methyl-1-(7-methylthiothieno[3,2-d]pyrimidin-4-yl)-4-piperidinyl-amine